2-(2,6-dioxopiperidin-3-yl)-5-(1-(3-(4-(2-(4-((2-(4-fluorophenyl)-6-hydroxybenzo[b]thiophen-3-yl)oxy)phenoxy)ethyl)piperazin-1-yl)propyl)piperidin-4-yl)isoindoline-1,3-dione O=C1NC(CCC1N1C(C2=CC=C(C=C2C1=O)C1CCN(CC1)CCCN1CCN(CC1)CCOC1=CC=C(C=C1)OC=1C2=C(SC1C1=CC=C(C=C1)F)C=C(C=C2)O)=O)=O